O[C@H](CO)C1CN(C1)C1=C2C(=NC=C1)N(N=C2C2CN(C2)C(C(=C)F)=O)C2=CC=C(C=C2)OC(F)(F)F 1-[3-[4-[3-[(1S)-1,2-dihydroxyethyl]azetidin-1-yl]-1-[4-(trifluoromethoxy)phenyl]pyrazolo[3,4-b]pyridin-3-yl]azetidin-1-yl]-2-fluoro-prop-2-en-1-one